N1(N=CC2=CC=CC=C12)C1=CC=C(C=C1)O 4-indazol-1-ylphenol